O1C(CC1)CS1C=CC=C1 1-(oxetan-2-ylmethyl)-1H-thiophene